OC1(CC(CCC1)=O)C(F)(F)F 3-hydroxy-3-trifluoromethylcyclohexan-1-one